1-(2-((Tert-Butoxycarbonyl)amino)ethyl)-3-phenyl-1H-pyrazole-4-carboxylic acid ethyl ester C(C)OC(=O)C=1C(=NN(C1)CCNC(=O)OC(C)(C)C)C1=CC=CC=C1